2,7-bis(1-imidazolyl)carbazole N1(C=NC=C1)C1=CC=2NC3=CC(=CC=C3C2C=C1)N1C=NC=C1